3,4-diaminobenzenesulphonic acid NC=1C=C(C=CC1N)S(=O)(=O)O